3-chloro-6-[6-(dimethylphosphoryl)pyridin-3-yl]-7-fluoro-N-[(1R)-1-(3-fluoropyridin-2-yl)ethyl]-2-methyl-1,5-naphthyridin-4-amine ClC=1C(=NC2=CC(=C(N=C2C1N[C@H](C)C1=NC=CC=C1F)C=1C=NC(=CC1)P(=O)(C)C)F)C